FC1=CC(=C(C=C1)NC(=O)C=1C(=CC=2N(C1)C=C(N2)C2CCOCC2)OC)OC(C)C N-(4-fluoro-2-isopropoxyphenyl)-7-methoxy-2-(tetrahydro-2H-pyran-4-yl)imidazo[1,2-a]pyridine-6-carboxamide